FC1=CC=C(C=C1)NC(=O)C1(CC1)C(=O)NC1=CC(=C(C=C1)O)F Cyclopropane-1,1-dicarboxylic acid (3-fluoro-4-hydroxy-phenyl)-amide (4-fluorophenyl)-amide